2-methyl-α-[2-[[[(4-methylphenyl)sulfonyl]oxy]imino]-3(2H)-thienylidene]benzeneacetonitrile CC1=C(C=CC=C1)C(C#N)=C1C(SC=C1)=NOS(=O)(=O)C1=CC=C(C=C1)C